O=C1NC(CCC1N1C(C2=CC=C(C=C2C1=O)NCCCC(=O)N1CCN(CC1)C1=CC=C(C=C1)NC1=NN2C(C=CC=C2C2=CC=C(C=C2)S(=O)(=O)C)=N1)=O)=O 2-(2,6-dioxopiperidin-3-yl)-5-((4-(4-(4-((5-(4-(methylsulfonyl)phenyl)-[1,2,4]triazolo[1,5-a]pyridin-2-yl)amino)phenyl)piperazin-1-yl)-4-oxobutyl)amino)isoindoline-1,3-dione